1-(8-Methoxy-[1,7]naphthyridin-5-yl)-5-methyl-piperidin-3-ylamine COC=1N=CC(=C2C=CC=NC12)N1CC(CC(C1)C)N